Oxazole-4-carboxamide O1C=NC(=C1)C(=O)N